BrC1=CN(C2=NC=C(C=C21)C(=O)NC(COCC2=C(C=CC=C2)C#N)(C)C)C 3-bromo-N-(1-((2-cyanobenzyl)oxy)-2-methylpropan-2-yl)-1-methyl-1H-pyrrolo[2,3-b]pyridine-5-carboxamide